8-(2,4-Dimethoxyphenyl)-6-fluoro-3,4-dihydrobenzo[e][1,2,3]oxathiazine 2,2-Di-oxide COC1=C(C=CC(=C1)OC)C1=CC(=CC=2CNS(OC21)(=O)=O)F